tert-butyl ((3S,3aR,6S,6aR)-6-(2-((S)-2-amino-3-phenylpropanamido)acetamido)hexahydrofuro[3,2-b]furan-3-yl)carbamate N[C@H](C(=O)NCC(=O)N[C@H]1CO[C@H]2[C@@H]1OC[C@@H]2NC(OC(C)(C)C)=O)CC2=CC=CC=C2